FC=1C=C(C=C(C1)F)C1CCN(CC1)C(CN1N=C(C2=C1CCC2)C(=O)N2C[C@H](O[C@H](C2)C)C)=O 1-[4-(3,5-difluorophenyl)piperidin-1-yl]-2-{3-[(2R,6S)-2,6-dimethylmorpholine-4-carbonyl]-5,6-dihydrocyclopenta[c]pyrazol-1(4H)-yl}ethan-1-one